C(#N)C=1C=C(C=CC1)C=1N=C(SC1C1=CC(=NC(=C1)C)C)NC(=O)N1CCN(CC1)C1COC1 N-[4-(3-cyanophenyl)-5-(2,6-dimethyl-4-pyridinyl)thiazol-2-yl]-4-(oxetan-3-yl)piperazine-1-carboxamide